lithium 2,3-difluorophenoxide FC1=C([O-])C=CC=C1F.[Li+]